4-bromobutyl-2-((6aR,10aR)-6a,7,10,10a-tetrahydro-1-hydroxy-6,6,9-trimethyl-6H-benzo[c]chromen-3-yl)acetate BrCCCCOC(CC1=CC(=C2[C@H]3[C@H](C(OC2=C1)(C)C)CC=C(C3)C)O)=O